CC1=CCC(CC1)C(CC1C(CCC1)=O)C 2-(2-(4-methyl-3-cyclohexen-1-yl)propyl)-cyclopentanone